NC1=NC=2C=C(C(=CC2C2=C1C=NN2C)C(=O)N([C@@H]2CCC1=CC(=CC=C21)C(F)(F)F)C2=NN(C=C2)C)F (R)-4-amino-7-fluoro-1-methyl-N-(1-methyl-1H-pyrazol-3-yl)-N-(5-(trifluoromethyl)-2,3-dihydro-1H-inden-1-yl)-1H-pyrazolo[4,3-c]quinolin-8-carboxamide